2-(4-methoxybenzyl)-6-nitroisoindolone COC1=CC=C(CN2C(C3=CC(=CC=C3C2)[N+](=O)[O-])=O)C=C1